C(C)(C)N1C=CC2=CC(=CC=C12)C1=NOC(=N1)C1=CC=C(C=C1)OC 3-(1-isopropyl-1H-indol-5-yl)-5-(4-methoxyphenyl)-1,2,4-oxadiazole